Cl.CC1=C(N=NN1C1CCNCC1)C1=CC=2N(C(=C1)OC(CC(C)C)C1=NC=CC=C1)C(=CN2)C#N 7-[5-Methyl-1-(4-piperidyl)triazol-4-yl]-5-[3-methyl-1-(2-pyridyl)butoxy]imidazo[1,2-a]pyridine-3-carbonitrile HCl